BrC=1C=C(C(=NC1)COC1=CC=CC(=N1)C1=CC(=C(C=C1F)CC=1N(C2=C(N1)C=CC(=C2)C(=O)O)CCOC)F)F 2-[[4-[6-[(5-bromo-3-fluoro-2-pyridyl)methoxy]-2-pyridyl]-2,5-difluoro-phenyl]methyl]-3-(2-methoxyethyl)benzimidazole-5-carboxylic acid